C(O)(O)=O.C=C.C=C Diethylene carbonate